BrC1=C(C(=O)C2=CC=C(C=C2)N(CC)CC)C=CC=C1 bromo-4'-diethylaminobenzophenone